BrC1=C(C=C2C=NN(C2=C1)CCN(C)C)[N+](=O)[O-] 2-(6-bromo-5-nitro-1H-indazol-1-yl)-N,N-dimethylethane-1-amine